C(C)(C)(C)OC(N[C@@H](C(C)(C)OC)C1=CC=C(C=C1)OCC(CCC)C)=O ((1R)-2-methoxy-2-methyl-1-(4-((2-methylpentyl)oxy)phenyl)propyl)carbamic acid tert-butyl ester